ClC1=NC=CC=C1C1=NC(C(C2=CC=CC=C12)(F)F)(C)C (2-chloro-3-pyridinyl)-4,4-difluoro-3,3-dimethyl-isoquinoline